N[C@H](C=1N=C2N(N=CC(=C2)CC2C(NC(C2)C(F)(F)F)=O)C1)C1CCC(CC1)(F)F 3-((2-((S)-Amino(4,4-difluorocyclohexyl)methyl)imidazo[1,2-b]pyridazin-7-yl)methyl)-5-(trifluoromethyl)pyrrolidin-2-one